tert-Butyl (2R,5S)-4-((5-chloro-6-(2-fluorophenyl)-2-((2-isopropyl-4-methylpyridin-3-yl)amino)pyridin-3-yl)(imino)methyl)-2,5-dimethylpiperazine-1-carboxylate ClC=1C=C(C(=NC1C1=C(C=CC=C1)F)NC=1C(=NC=CC1C)C(C)C)C(N1C[C@H](N(C[C@@H]1C)C(=O)OC(C)(C)C)C)=N